5-(1H-pyrazol-4-yl)-2-{6-[(2,2,6,6-tetramethylpiperidin-4-yl)oxy]pyridazin-3-yl}pyridin-3-ol ditrifluoroacetate FC(C(=O)O)(F)F.FC(C(=O)O)(F)F.N1N=CC(=C1)C=1C=C(C(=NC1)C=1N=NC(=CC1)OC1CC(NC(C1)(C)C)(C)C)O